(6Z)-8-(cis-4-aminocyclohexoxy)-5,5-dimethyl-6-(4,4,4-trifluorobutoxyimino)benzo[h]quinazolin-4-amine N[C@H]1CC[C@H](CC1)OC=1C=CC2=C(\C(\C(C=3C(=NC=NC23)N)(C)C)=N/OCCCC(F)(F)F)C1